(1-((2-((1-isopropyl-1H-pyrazolo[4,3-c]pyridin-6-yl)amino)-5-(1,3,4-oxadiazol-2-yl)pyrimidin-4-yl)amino)cyclopentyl)methanol C(C)(C)N1N=CC=2C=NC(=CC21)NC2=NC=C(C(=N2)NC2(CCCC2)CO)C=2OC=NN2